methyl 5-chloro-4-{5-fluoro-3-[(5-fluoropyridin-3-yl)methoxy] pyridin-2-yl}thiophene-2-carboxylate ClC1=C(C=C(S1)C(=O)OC)C1=NC=C(C=C1OCC=1C=NC=C(C1)F)F